(S)-N-(3-(2-methyl-7-(methylthio)-2,3-dihydro-[1,4]dioxino[2,3-c]pyridin-5-yl)-1H-pyrrolo[2,3-c]pyridin-5-yl)acetamide C[C@@H]1OC2=C(C(=NC(=C2)SC)C2=CNC3=CN=C(C=C32)NC(C)=O)OC1